1-acetyl-6-methoxy-1,2,3,4-tetrahydroquinoline-5-carboxylic acid C(C)(=O)N1CCCC=2C(=C(C=CC12)OC)C(=O)O